NC1CCC(CC1)NC(OC(C)(C)C)=O O-tert-butyl N-((1r,4r)-4-aminocyclohexyl)carbamate